2-(4-Aminobutanamido)-N,N,N-trimethyl-ethanaminium iodide [I-].NCCCC(=O)NCC[N+](C)(C)C